1-(3-chloro-4,5,6,7-tetrahydropyrazolo[1,5-a]pyridine-2-yl)-5-[methyl-(prop-2-enyl)amino]pyrazole-4-carbonitrile ClC=1C(=NN2C1CCCC2)N2N=CC(=C2N(CC=C)C)C#N